3-[2-chloro-5-(3,5-dimethyl-2,6-dioxo-4-sulfanyliden-1,3,5-triazinan-1-yl)-4-fluorophenyl]-5-methyl-4,5-dihydro-1,2-oxazole ClC1=C(C=C(C(=C1)F)N1C(N(C(N(C1=O)C)=S)C)=O)C1=NOC(C1)C